1-((3-(5-(pyrazin-2-yl)-4,5-dihydro-1H-pyrazole-1-carbonyl)bicyclo[1.1.1]pent-1-yl)methyl)-1H-indazole-5-carbonitrile N1=C(C=NC=C1)C1CC=NN1C(=O)C12CC(C1)(C2)CN2N=CC1=CC(=CC=C21)C#N